5-[4-(2,6-dichloro-benzyl)-piperazin-1-yl]-4-methyl-benzofuran-2-carboxylic acid ClC1=C(CN2CCN(CC2)C=2C=CC3=C(C=C(O3)C(=O)O)C2C)C(=CC=C1)Cl